((4aR,8aS)-1-(4-fluorophenyl)-6-((3-(trifluoromethyl)phenyl)sulfonyl)-4,4a,5,6,7,8,8a,9-octahydro-1H-pyrazolo[3,4-g]isoquinolin-4a-yl)(pyridin-2-yl)methanone FC1=CC=C(C=C1)N1N=CC2=C1C[C@@H]1CCN(C[C@]1(C2)C(=O)C2=NC=CC=C2)S(=O)(=O)C2=CC(=CC=C2)C(F)(F)F